C(C)(C)OC1=NC=2N(C=C1C(=O)NC=1C=NN3C1N=CC(=C3)C)C=C(N2)C23COC(CC2)(CC3)C 7-isopropoxy-2-(1-methyl-2-oxabicyclo[2.2.2]oct-4-yl)-N-(6-methylpyrazolo[1,5-a]pyrimidin-3-yl)imidazo[1,2-a]pyrimidine-6-carboxamide